FC1([C@H]2CC(C[C@@H]12)C=1C(=NC(=NC1C)N1N=C(C=C1)C)N)F ((1R,5S)-6,6-difluorobicyclo[3.1.0]hexan-3-yl)-6-methyl-2-(3-methyl-1H-pyrazol-1-yl)pyrimidin-4-amine